O([Si](C)(C)C(C)(C)C)CCC1=CC=NC=C1 4-tert-butyldimethylsiloxyethylpyridine